C1(CC1)C1=NC=CC(=C1)C=1N=C2N(C(C1C)=O)C=C(C=C2C(C)NC2=C(C(=O)OC(C)(C)C)C=CC=C2)C tert-butyl 2-((1-(2-(2-cyclopropylpyridin-4-yl)-3,7-dimethyl-4-oxo-4H-pyrido[1,2-a]pyrimidin-9-yl)ethyl)amino)benzoate